O1CCC(CC1)CN1C[C@@H]2[C@H](C1)CC(C2)NC2=CC=C(N=N2)C=2C=C(C=CC2)CC(=O)N (3-(6-(((3aR,5s,6aS)-2-((tetrahydro-2H-pyran-4-yl)methyl)octahydrocyclopenta[c]pyrrol-5-yl)amino)pyridazin-3-yl)phenyl)acetamide